3-methylimidazolium bis(trifluoromethanesulfonyl)imide salt [N-](S(=O)(=O)C(F)(F)F)S(=O)(=O)C(F)(F)F.C[N+]1=CNC=C1